(4-(5-(difluoromethyl)-1,3,4-oxadiazol-2-yl)-2-fluorobenzyl)(phenyl)carbamic chloride FC(C1=NN=C(O1)C1=CC(=C(CN(C(=O)Cl)C2=CC=CC=C2)C=C1)F)F